C(OCCS)COCCS 2,2'-(ethylenedioxy)bisethanethiol